[Na+].[PH2]([O-])=O phosphinic acid, sodium salt